C(C(=C)C)(=O)OC1=CC=C(C[C@H](N)C(=O)O)C=C1 tyrosine methacrylate